C(C)(C)(C)OC(=O)N1CCC2(CC1)C(C1=CC=C(C=C1C2)S(=O)(=O)C)=N[S@](=O)C(C)(C)C (R)-1-((tert-butylsulfinyl)imino)-5-(methylsulfonyl)-1,3-dihydrospiro[indene-2,4'-piperidine]-1'-carboxylic acid tert-butyl ester